CC(C)C(CO)CCCCCCCCCCCC 2-(1-methylethyl)-1-tetradecanol